O(CC)CCOCC(=O)O ethoxylethoxylacetic acid